NC=1C2=C(N=CN1)N(C(=C2C2=CC=C(C=C2)OC2=NC(=CC=C2)C)C2=CC(=C(C=C2)NC(C(=C)C)=O)COC)C N-(4-(4-amino-7-methyl-5-(4-((6-methylpyridin-2-yl)oxy)phenyl)-7H-pyrrolo[2,3-d]pyrimidin-6-yl)-2-(methoxymethyl)phenyl)methacryl-amide